FC1(CC2(C1)CN(CC2)CCN)F 2-{2,2-difluoro-6-azaspiro[3.4]octan-6-yl}ethanamine